FC1=C2C(CC3(CC4(OCCO4)CCC3)C2=CC=C1)=O 4-fluorodispiro[indene-1,1'-cyclohexane-3',2''-[1,3]dioxolan]-3(2H)-one